C(C)(C)(C)OC(=O)N1C[C@@]2(CC1)OCCN1C2=CC(=N1)Br |r| (rac)-tert-butyl-2-bromo-6,7-dihydrospiro[pyrazolo[5,1-c][1,4]oxazine-4,3'-pyrrolidine]-1'-carboxylate